Bis(phenyl) sulfon C1(=CC=CC=C1)S(=O)(=O)C1=CC=CC=C1